(S)-(7-(3,4-dimethoxyphenyl)pyrazolo[1,5-a]pyrimidin-2-yl)(4-(3-fluorobenzoyl)-3-methylpiperazin-1-yl)methanone COC=1C=C(C=CC1OC)C1=CC=NC=2N1N=C(C2)C(=O)N2C[C@@H](N(CC2)C(C2=CC(=CC=C2)F)=O)C